The molecule is a heptanoic acid having an amino-substituent at the 2-position, hydroxy-substituents at the 4- and 5-positions, an oxo-substituent at the 6-position and a phosphonooxy-substituent at the 7-position. It is an oxo monocarboxylic acid and a monoalkyl phosphate. It derives from a heptanoic acid. It is a conjugate acid of a 2-azaniumyl-4,5-dihydroxy-6-oxo-7-(phosphonatooxy)heptanoate(2-). C(C(C(C(=O)COP(=O)(O)O)O)O)C(C(=O)O)N